ethyl 4-cyano-4-(2-iodofuro[3,2-c]pyridin-4-yl)butanoate C(#N)C(CCC(=O)OCC)C1=NC=CC2=C1C=C(O2)I